2-((((1S,4aR,10aS)-7-isopropyl-1,4a-dimethyl-1,2,3,4,4a,9,10,10a-octahydrophenanthren-1-yl)methyl)amino)-2-oxoacetic acid C(C)(C)C1=CC=C2[C@@]3(CCC[C@]([C@H]3CCC2=C1)(C)CNC(C(=O)O)=O)C